3-((4-(4-((2,6-diazaspiro[3.3]heptan-2-yl)methyl)piperidin-1-yl)phenyl)amino)piperidine-2,6-dione C1N(CC12CNC2)CC2CCN(CC2)C2=CC=C(C=C2)NC2C(NC(CC2)=O)=O